C1(CC1)C=1C(=NON1)C(=O)N[C@H](C=1N=C2N(N=CC(=C2)CN2C(N[C@@H](CCC2)C)=O)C1)C1CCC(CC1)(F)F |o1:24| 4-Cyclopropyl-N-((S)-(4,4-difluorocyclohexyl)(7-(((R*)-4-methyl-2-oxo-1,3-diazepan-1-yl)methyl)imidazo[1,2-b]pyridazin-2-yl)methyl)-1,2,5-oxadiazole-3-carboxamide